[N+](=[N-])=C(C(=O)OCC)CC ethyl diazobutyrate